(Z)-2-cyano-3-hydroxy-N-(4-(N-(2-methoxyethyl)-N-methylsulfamoyl)phenyl)-3-(5-methylisoxazol-4-yl)acryl-amide C(#N)/C(/C(=O)NC1=CC=C(C=C1)S(N(C)CCOC)(=O)=O)=C(\C=1C=NOC1C)/O